NCC=1SC=CC1 2-(aminomethyl)thiophene